5-(8-(3,3-difluoropyrrolidin-1-yl)-3-fluoroimidazo[1,2-b]pyridazin-6-yl)pyrimidine-2,4(1H,3H)-dione FC1(CN(CC1)C=1C=2N(N=C(C1)C=1C(NC(NC1)=O)=O)C(=CN2)F)F